C(CCCCCCCCCCCCC)[N+](=CCCCCCCCCCCCCC)[O-] N-tetradecyl-alpha-tridecyl-nitrone